1-isopropyl-3,7-dimethyl-1,5-dihydro-4H-pyrazolo[3,4-d]pyridazin-4-one C(C)(C)N1N=C(C2=C1C(=NNC2=O)C)C